(6aR,8R)-8-azido-6a-ethyl-2-(3-fluoro-2-methoxyphenyl)-5,6,6a,7,8,9-hexahydropyrrolo[1',2':4,5]-pyrazino[2,3-c]pyridazine N(=[N+]=[N-])[C@@H]1C[C@]2(N(C=3C(=NN=C(C3)C3=C(C(=CC=C3)F)OC)NC2)C1)CC